lead oxide, sodium salt [Na].[Pb]=O